1-(2-iodophenyl)-(S,S)-1,2-hexanediol IC1=C(C=CC=C1)[C@@H]([C@H](CCCC)O)O